NC1=C(C(=O)NC(C)C=2C=C(C(=O)O)C=CC2)C=CC(=C1)Br.CC1(CC(CCC1)C(C)=O)C 1-(3,3-Dimethylcyclohexyl)ethanone 3-(1-(2-amino-4-bromobenzamido)ethyl)benzoate